C(C)(C)(C)SC1=C(N(C2=CC=C(C=C12)OCC1=NC2=CC=CC=C2C=C1)CC1=CC=C(C=C1)Cl)CC(C(=O)O)(C)C 3-[3-tert-butylsulfanyl-1-[(4-chlorophenyl)methyl]-5-(2-quinolylmethoxy)indol-2-yl]-2,2-dimethyl-propanoic acid